ClC1=C(C=CC2=C1C(=N[C@H](C=1N2N=C(N1)C(=O)N1CC(C1)OC)C)C1=NC=CC=C1F)C(F)(F)F [(4S)-7-chloro-6-(3-fluoro-2-pyridyl)-4-methyl-8-(trifluoromethyl)-4H-[1,2,4]triazolo[1,5-a][1,4]benzodiazepin-2-yl]-(3-methoxyazetidin-1-yl)methanone